3-(N-(2-(aziridine-1-yl)ethyl)sulfamoyl)-N,N-dibutyl-benzamide N1(CC1)CCNS(=O)(=O)C=1C=C(C(=O)N(CCCC)CCCC)C=CC1